3-(5-(((3r,5s)-1-ethyl-5-fluoropiperidin-3-yl)oxy)-1-oxoisoindolin-2-yl)piperidine-2,6-dione C(C)N1C[C@@H](C[C@@H](C1)F)OC=1C=C2CN(C(C2=CC1)=O)C1C(NC(CC1)=O)=O